N-methoxy-N-methyl-2-(pyridin-3-yl)butanamide CON(C(C(CC)C=1C=NC=CC1)=O)C